NC1=C2C(=NC=N1)N(N=C2C#CC=2C(=CC1=C(N(C(=N1)C)C)C2F)F)[C@H]2C[C@@H](N(C2)C(=O)OC(C)(C)C)COC (2R,4S)-tert-butyl 4-(4-amino-3-((5,7-difluoro-1,2-dimethyl-1H-benzo[d]imidazol-6-yl)ethynyl)-1H-pyrazolo[3,4-d]pyrimidin-1-yl)-2-(methoxymethyl)pyrrolidine-1-carboxylate